CC1=NN(C(=N1)C)C1=CC=C(C(=C1CN)F)OC (6-(3,5-dimethyl-1H-1,2,4-triazol-1-yl)-2-fluoro-3-methoxyphenyl)methylamine